C(CC)(=O)ONC(CCCCCCCCCCC)=O.[Na] sodium lauroylamino propionate